C(C)(C)C1=CC=NC=C1 4-isopropylpyridin